5-(3-chloro-5-methoxyphenyl)-2-(chloromethyl)-1,3-oxazole ClC=1C=C(C=C(C1)OC)C1=CN=C(O1)CCl